O=C1NC(CCC1N1C(C2=CC=C(C=C2C1)N1C2CN(CC1CC2)CC2CCNCC2)=O)=O 4-((8-(2-(2,6-diOxopiperidin-3-yl)-1-oxoisoindoline-5-yl)-3,8-diazabicyclo[3.2.1]octane-3-yl)methyl)piperidine